2-[(2,2-dimethylazetidine-1-carbonyl)amino]-4-[2-phenoxyethyl-[4-(5,6,7,8-tetrahydro-1,8-naphthyridin-2-yl)butyl]amino]butanoic acid CC1(N(CC1)C(=O)NC(C(=O)O)CCN(CCCCC1=NC=2NCCCC2C=C1)CCOC1=CC=CC=C1)C